tert-butyl 4-(7-(4,4,5-trimethyl-1,3,2-dioxaborolan-2-yl)-quinolin-2-yl)piperidine-1-carboxylate CC1(OB(OC1C)C1=CC=C2C=CC(=NC2=C1)C1CCN(CC1)C(=O)OC(C)(C)C)C